carbon potassium chlorofluoride ClF.[K].[C]